4-{5-(ethylsulfonyl)-2-[3-(hydroxymethyl)phenoxy]phenyl}-6-methyl-1,6-dihydro-7H-pyrrolo[2,3-c]pyridin-7-one 2,3-dihydroxypropan-1-yl-decanoate OC(COC(CCCCCCCCC)=O)CO.C(C)S(=O)(=O)C=1C=CC(=C(C1)C=1C2=C(C(N(C1)C)=O)NC=C2)OC2=CC(=CC=C2)CO